ClC=1C=C(C=CC1F)NC(=O)C=1C=2CC[C@@H](C2C(=CC1)F)NC(=O)NC1=CC=NC=C1 (s)-N-(3-chloro-4-fluorophenyl)-7-fluoro-1-(3-(pyridin-4-yl)ureido)-2,3-dihydro-1H-indene-4-carboxamide